C(=O)(OC(C)(C)C)N(C(SC)=N)C(=O)OC(C)(C)C N,N-bis-Boc-S-methyl-isothiourea